FC[C@]1([C@H](C[C@@H](O1)N1C(NC(C(=C1)C)=O)=O)O)CO 1-((2R,4S,5R)-5-(fluoromethyl)-4-hydroxy-5-(hydroxymethyl)tetrahydrofuran-2-yl)-5-methylpyrimidine-2,4(1H,3H)-dione